NC=1N=C(SC1C(C1=CC=C(C=C1)OCC(=O)N1CC2=CC=CC=C2C1)=O)N(C1=CC=C(C=C1)F)C(C(=O)N)C (N-[4-amino-5-[4-(2-isoindolin-2-yl-2-oxo-ethoxy)benzoyl]thiazol-2-yl]-4-fluoro-anilino)propanamide